(6-bromo-8-fluoro-imidazo[1,2-a]pyridin-2-yl)methyl acetate C(C)(=O)OCC=1N=C2N(C=C(C=C2F)Br)C1